phenyl (3-cyano-2,4-difluorophenyl)carbamate C(#N)C=1C(=C(C=CC1F)NC(OC1=CC=CC=C1)=O)F